C(N)(=N)SCC(=O)O (AMIDINOTHIO)ACETIC ACID